aminotriazole calcium salt [Ca].NC=1N=NNC1